FC1=CC=C2C(=CNC2=C1O)C=O 6-FLUORO-7-HYDROXYINDOLE-3-CARBOXALDEHYDE